C[Sn](CCCC)(CCCC)C dimethyldi(n-butyl)tin